C1(=CC(=CC(=C1)C)C)P(C1=C(C2=CC=CC=C2C=C1)C1=C(C=CC2=CC=CC=C12)P(C1=CC(=CC(=C1)C)C)C1=CC(=CC(=C1)C)C)C1=CC(=CC(=C1)C)C (R)-(+)-2,2'-bis[bis(3,5-xylyl)phosphino]-1,1'-binaphthyl